[Au].[Eu] Europium-Gold